4-[(3-methyl-1,3-benzoxazol-2(3H)-ylidene)methyl]-1-[3-(trimethylammonio)propyl]quinolinium diiodide [I-].[I-].CN1C(OC2=C1C=CC=C2)=CC2=CC=[N+](C1=CC=CC=C21)CCC[N+](C)(C)C